ethyl 4-((3-(4-(((3R,4S)-3-fluoro-1-methylpiperidin-4-yl)amino)-1-(2,2,2-trifluoroethyl)-1H-indol-2-yl)prop-2-yn-1-yl)amino)-3-methoxybenzoate F[C@@H]1CN(CC[C@@H]1NC1=C2C=C(N(C2=CC=C1)CC(F)(F)F)C#CCNC1=C(C=C(C(=O)OCC)C=C1)OC)C